N-methoxy-N,3-dimethylbenzofuran-2-carboxamide CON(C(=O)C=1OC2=C(C1C)C=CC=C2)C